2-methoxy-6-chloro-pyrazine COC1=NC(=CN=C1)Cl